5-(pyrrolidine-1-carbonyl)hexahydropyrrolo[3,4-c]pyrrole-2(1H)-carboxylic acid tert-butyl ester C(C)(C)(C)OC(=O)N1CC2CN(CC2C1)C(=O)N1CCCC1